N-(2-(isoquinolin-1-yl)propan-2-yl)-3-(pyrrolidin-1-yl)propanamide C1(=NC=CC2=CC=CC=C12)C(C)(C)NC(CCN1CCCC1)=O